1-(4-ethoxyphenyl)-7-oxo-6-[3-methyl-4-(2-oxopiperidine-1-yl)phenyl]-4,5,6,7-tetrahydro-1H-pyrazolo[3,4-c]pyridine-3-carboxamide C(C)OC1=CC=C(C=C1)N1N=C(C2=C1C(N(CC2)C2=CC(=C(C=C2)N2C(CCCC2)=O)C)=O)C(=O)N